4-(2,3-dichloro-6-((2-(trimethylsilyl)ethoxy)methoxy)phenyl)pyrrolidin-2-one ClC1=C(C(=CC=C1Cl)OCOCC[Si](C)(C)C)C1CC(NC1)=O